ClC1=C(C=C2CCN(CC2=C1)C)NC=1N=NC(=C(N1)NC1=CC(=CC=C1)CO)C(=O)N ((7-chloro-2-methyl-1,2,3,4-tetrahydroisoquinolin-6-yl)amino)-5-((3-(hydroxymethyl)phenyl)amino)-1,2,4-triazine-6-carboxamide